CON(C(=O)C=1C(N(S(N(C1)C)(=O)=O)C)C1=CC=CC=C1)C N-Methoxy-N,2,6-trimethyl-3-phenyl-3,6-dihydro-2H-1,2,6-thiadiazine-4-carboxamide 1,1-dioxide